O1CC(C1)N1CCNCC1 1-(3-Oxetanyl)-piperazine